Cl.C(C)N(S(=O)(=O)NC=1C(=C(C(=O)C2=CNC3=NC=CC=C32)C(=CC1)F)F)C 3-[3-[[ethyl(methyl)sulfamoyl]amino]-2,6-difluoro-benzoyl]-1H-pyrrolo[2,3-b]pyridine hydrochloride